5-(2,6-difluorophenyl)-2-iodo-[1,2,4]triazolo[1,5-a]pyridine FC1=C(C(=CC=C1)F)C1=CC=CC=2N1N=C(N2)I